{1-(1-{[6-(azetidin-1-ylmethyl)-2-(trifluoromethyl)pyrimidin-4-yl]carbonyl}piperidin-4-yl)-3-[4-(7H-pyrrolo[2,3-d]pyrimidin-4-yl)-1H-pyrazol-1-yl]azetidin-3-yl}acetonitrile N1(CCC1)CC1=CC(=NC(=N1)C(F)(F)F)C(=O)N1CCC(CC1)N1CC(C1)(N1N=CC(=C1)C=1C2=C(N=CN1)NC=C2)CC#N